CSCCC1C(NCC(N1)=O)=O 3-methylthioethyl-2,5-diketopiperazine